ClC1=CN(C2=NC=C(C=C21)C(=O)NC(CC2=C(C=CC=C2)Cl)(C)C)C 3-chloro-N-(1-(2-chlorophenyl)-2-methylpropan-2-yl)-1-methyl-1H-pyrrolo[2,3-b]pyridine-5-carboxamide